tert-butyl 4-{1-[4-({5-bromo-4-[(5-methanesulfonamidoquinoxalin-6-yl)amino]pyrimidin-2-yl}amino)-2-isopropyl-5-methoxyphenyl]piperidin-4-yl}piperazine-1-carboxylate BrC=1C(=NC(=NC1)NC1=CC(=C(C=C1OC)N1CCC(CC1)N1CCN(CC1)C(=O)OC(C)(C)C)C(C)C)NC=1C(=C2N=CC=NC2=CC1)NS(=O)(=O)C